[O-]P([O-])(=O)OP(=O)([O-])OP(=O)([O-])[O-].[Sn+4].[O-]P([O-])(=O)OP(=O)([O-])OP(=O)([O-])[O-].[O-]P([O-])(=O)OP(=O)([O-])OP(=O)([O-])[O-].[O-]P([O-])(=O)OP(=O)([O-])OP(=O)([O-])[O-].[Sn+4].[Sn+4].[Sn+4].[Sn+4] tin triphosphate